(3S,4S) or (3R,4R)-4-[4-(6-chloro-2-{[5-methyl-1-(2,2,2-trifluoroethyl)-1H-pyrazol-4-yl]amino}quinazolin-7-yl)piperazin-1-yl]oxolan-3-ol ClC=1C=C2C=NC(=NC2=CC1N1CCN(CC1)[C@@H]1[C@@H](COC1)O)NC=1C=NN(C1C)CC(F)(F)F |o1:17,18|